(R)-N-(4-(chlorodifluoromethoxy)phenyl)-6-(4-hydroxypyridin-2-yl)-4-methyl-3,4-dihydro-1H-benzo[4,5]imidazo[2,1-c][1,4]oxazin-8-carboxamide ClC(OC1=CC=C(C=C1)NC(=O)C=1C=C(C2=C(N=C3COC[C@H](N32)C)C1)C1=NC=CC(=C1)O)(F)F